FC=1C(=NOC1CC(=O)O)OC1OCCCC1 (4-fluoro-3-tetrahydropyran-2-yloxy-isoxazol-5-yl)acetic acid